C(C)(C)(C)OC(=O)N[C@H]1C[C@H](N(C1)C(=O)OCC1=CC=CC=C1)C1(CC1)O (2S,4S)-benzyl 4-(tert-butoxycarbonylamino)-2-(1-hydroxycyclopropyl)pyrrolidine-1-carboxylate